2-[(E)-2-[4-(Trifluoromethyl)phenyl]ethenyl]-6-azaspiro[3.4]octane 2,2,2-trifluoroacetate FC(C(=O)O)(F)F.FC(C1=CC=C(C=C1)/C=C/C1CC2(C1)CNCC2)(F)F